7-((t-Butoxycarbonyl)amino)heptanoic acid C(C)(C)(C)OC(=O)NCCCCCCC(=O)O